FC1=C2C=C(NC2=CC=C1)C(=O)O 4-fluoroindole-2-carboxylic acid